tert-butyl N-[2-methylsulfanyl-4-[(3-oxo-4H-pyrido[2,3-b]pyrazin-8-yl)oxy]phenyl]carbamate CSC1=C(C=CC(=C1)OC1=CC=NC=2NC(C=NC21)=O)NC(OC(C)(C)C)=O